FC=1C(=C(OC2=CC=3C=4N(C=NC3C=C2)CCN4)C=CC1)C(F)(F)F 9-(3-fluoro-2-(trifluoromethyl)phenoxy)-2,3-dihydroimidazo[1,2-c]quinazoline